FC=1C=C(C=NC1C1(CC1)C)C=1C=C2SCC(CN2C(C1C#N)=O)C 8-[5-fluoro-6-(1-methyl-cyclopropyl)pyridin-3-yl]-3-methyl-6-oxo-2H,3H,4H,6H-pyrido[2,1-b][1,3]thiazine-7-carbonitrile